bis(3,4-epoxy-6-methylcyclohexyl) adipate C(CCCCC(=O)OC1CC2C(CC1C)O2)(=O)OC2CC1C(CC2C)O1